N1=C(C=CC=C1)CNCC1=CC=C(C=C1)CNCC1=NC=CC=C1 bis(2-pyridylmethyl)-1,4-xylylenediamine